OC(=O)C(F)(F)F.ClC1=C(C=C(C=C1)C(=O)N1CCC(CC1)O[C@H]1[C@@H](CNCC1)F)N1C(NC(CC1)=O)=O 1-(2-chloro-5-(4-(((3R,4R)-3-fluoropiperidin-4-yl)oxy)piperidine-1-carbonyl)phenyl)dihydropyrimidine-2,4(1H,3H)-dione TFA salt